lithium lanthanum aluminum [Al].[La].[Li]